N-acetyl-(L)-cysteine C(C)(=O)N[C@@H](CS)C(=O)O